racemic-3-chloro-2-hydroxypropyl-trimethyl-ammonium chloride [Cl-].ClC[C@@H](C[N+](C)(C)C)O |r|